C(C)(C)(C)OC(=O)N1CC(CCC1)C(=O)C1=CC2=CC=C(C(=C2C=C1)CC#N)OC 3-[5-(cyanomethyl)-6-methoxy-naphthalene-2-carbonyl]piperidine-1-carboxylic acid tert-butyl ester